N-(7-chloro-1-(2-chlorophenyl)-4-(methylamino)-2-oxo-1,2-dihydro-quinolin-3-yl)cyclopropanecarboxamide ClC1=CC=C2C(=C(C(N(C2=C1)C1=C(C=CC=C1)Cl)=O)NC(=O)C1CC1)NC